[Mn].[Co].[Ni].[Li].ClC1=C(C(=O)NC2=C3C=NN(C3=CC=C2)C2=CC(=C(C=C2)OC(F)(F)F)C)C=C(C=C1)CNC(CC(C)(C)C)=O 2-chloro-5-{[(3,3-dimethylbutyryl)amino]methyl}-N-{1-[3-methyl-4-(trifluoromethoxy)phenyl]-1H-indazol-4-yl}benzamide lithium nickel cobalt manganese